benzyl (4-(5-chloropyridin-2-yl)benzoyl)glycinate ClC=1C=CC(=NC1)C1=CC=C(C(=O)NCC(=O)OCC2=CC=CC=C2)C=C1